3-[(piperidin-4-yl)methoxy]-2-(trifluoromethyl)pyridine hydrochloride Cl.N1CCC(CC1)COC=1C(=NC=CC1)C(F)(F)F